N-{(2S,3R,4S)-4-fluoro-1-(2-hydroxy-2-methylpropanoyl)-2-[(2,2',5'-trifluoro[1,1'-biphenyl]-3-yl)methyl]pyrrolidin-3-yl}methanesulfonamide F[C@@H]1[C@@H]([C@@H](N(C1)C(C(C)(C)O)=O)CC=1C(=C(C=CC1)C1=C(C=CC(=C1)F)F)F)NS(=O)(=O)C